(E)-N-(3,4-dihydroxybenzyl)-3-(2-(3,4-dihydroxyphenyl)-7-hydroxybenzofuran-4-yl)acrylamide OC=1C=C(CNC(\C=C\C2=CC=C(C3=C2C=C(O3)C3=CC(=C(C=C3)O)O)O)=O)C=CC1O